C(C1=CC=CC=C1)SC=1N=C(C(=NC1)NC=O)Cl (5-(benzylthio)-3-chloropyrazin-2-yl)formamide